S1C2=C(C=C1C(=O)NCC1(CCCC1)C(=O)O)CCCCCC2 1-{[(4,5,6,7,8,9-Hexahydrocycloocta[b]thiophen-2-ylcarbonyl)amino]methyl}cyclopentanecarboxylic acid